N-(2-(4,4-difluoropiperidin-1-yl)-6-methylpyrimidin-4-yl)-4-((2-hydroxyethyl)sulfonamido)-2-((1R,6R)-6-methyl-3-azabicyclo[4.1.0]heptane-3-yl)benzamide FC1(CCN(CC1)C1=NC(=CC(=N1)NC(C1=C(C=C(C=C1)NS(=O)(=O)CCO)N1C[C@@H]2C[C@@]2(CC1)C)=O)C)F